(9S)-7-[4-(2-azaspiro[4.5]decan-8-yl)-2-methyl-phenyl]-4,5,9,13-tetramethyl-3-thia-1,8,11,12-tetrazatricyclo[8.3.0.02,6]trideca-2(6),4,7,10,12-pentaene C1NCCC12CCC(CC2)C2=CC(=C(C=C2)C=2C=1C(=C(SC1N1C(=NN=C1[C@@H](N2)C)C)C)C)C